Cl.N1(CCNCC1)C1=CC=C(C=N1)N1C(NC(CC1)=O)=O 1-(6-(Piperazin-1-yl)pyridin-3-yl)dihydropyrimidine-2,4(1H,3H)-dione Hydrochloride